4-[4-[[5-[4-[1-(2-Aminoethyl)-3-methyl-pyrazol-4-yl]-2,3-difluoro-phenyl]-1-methyl-imidazole-2-carbonyl]amino]-2-chloro-benzoyl]piperazine-1-carboxylic acid tert-butyl ester C(C)(C)(C)OC(=O)N1CCN(CC1)C(C1=C(C=C(C=C1)NC(=O)C=1N(C(=CN1)C1=C(C(=C(C=C1)C=1C(=NN(C1)CCN)C)F)F)C)Cl)=O